ClC1=C(C(=NC=C1F)CNC(=O)C=1C(C(=C2N(N3[C@@H](C=C[C@@H](N(C2=O)C3)C)C)C1)O)=O)F (1S,2R,5S)-N-((4-chloro-3,5-difluoropyridin-2-yl)methyl)-8-hydroxy-2,5-dimethyl-7,9-dioxo-2,5,7,9-tetrahydro-1,6-methanopyrido[1,2-b][1,2,5]triazonine-10-carboxamide